O=C1NC(CCC1N1C(N(C2=C1C=CC(=C2)N2CCN(CC2)C=2C(CN(CC2)C(=O)OC(C)(C)C)(F)F)C)=O)=O tert-butyl 4-{4-[1-(2,6-dioxopiperidin-3-yl)-3-methyl-2-oxo-1,3-benzodiazol-5-yl]piperazin-1-yl}-3,3-difluoro-2,6-dihydropyridine-1-carboxylate